OCC1=CC=C(C=C1)C(C#N)(C)C 2-(4-(hydroxymethyl)phenyl)-2-methylpropanenitrile